3-(5-((R)-3,3-difluoropiperidin-4-yl)-3-methyl-2-oxo-2,3-dihydro-1H-benzo[d]imidazol-1-yl)piperidine-2,6-dione FC1(CNCC[C@@H]1C1=CC2=C(N(C(N2C)=O)C2C(NC(CC2)=O)=O)C=C1)F